4-[[3-(2,3-difluoro-4-methoxy-phenyl)imidazo[1,2-a]pyrazin-8-yl]amino]-2-ethyl-N-[(3S)-2-oxopyrrolidin-3-yl]benzamide FC1=C(C=CC(=C1F)OC)C1=CN=C2N1C=CN=C2NC2=CC(=C(C(=O)N[C@@H]1C(NCC1)=O)C=C2)CC